5-(3-(((4,4-dimethylcyclohexyl)amino)methyl)-2-fluoro-6-hydroxyphenyl)-1,2,5-thiadiazolidin-3-one 1,1-dioxide CC1(CCC(CC1)NCC=1C(=C(C(=CC1)O)N1CC(NS1(=O)=O)=O)F)C